dibromo-γ-butyrolactone BrC1(C(=O)OCC1)Br